methyl 4-(((2R)-2-(((2-(2,6-dioxopiperidin-3-yl)-1-oxoisoindolin-5-yl) oxy) methyl) piperidin-1-yl) methyl)-1-(3-(trifluoromethyl) phenyl)-1H-pyrazole-3-carboxylate O=C1NC(CCC1N1C(C2=CC=C(C=C2C1)OC[C@@H]1N(CCCC1)CC=1C(=NN(C1)C1=CC(=CC=C1)C(F)(F)F)C(=O)OC)=O)=O